N-(3,5-difluorobenzylidene)-2-methylpropane-2-sulfinamide FC=1C=C(C=NS(=O)C(C)(C)C)C=C(C1)F